3-oxo-4-(pyridin-3-yl)butanoic acid ethyl ester C(C)OC(CC(CC=1C=NC=CC1)=O)=O